4-(4-Methoxyphenyl)-1H-phenalen-1-one COC1=CC=C(C=C1)C1=C2C=CC(C=3C=CC=C(C=C1)C32)=O